N-(4-cyano-2-fluoro-phenyl)-5-(3-methoxy-2-methyl-phenyl)-1H-pyrrole-3-sulfonamide C(#N)C1=CC(=C(C=C1)NS(=O)(=O)C1=CNC(=C1)C1=C(C(=CC=C1)OC)C)F